(1'S,3'R)-6'-bromo-8-(difluoromethoxy)-3',5'-difluoro-6-(trifluoromethyl)-2'H,3H-spiro[imidazo[1,2-a]pyridine-2,1'-naphthalen] BrC=1C(=C2C=C(C[C@@]3(C2=CC1)N=C1N(C=C(C=C1OC(F)F)C(F)(F)F)C3)F)F